2,6-bis-tert-butyl-p-cresol C(C)(C)(C)C1=CC(=CC(=C1O)C(C)(C)C)C